6-bromo-2-(trifluoromethyl)imidazo[1,2-a]pyridine BrC=1C=CC=2N(C1)C=C(N2)C(F)(F)F